[N+](=O)([O-])C=1C=C2C(N(C(C2=CC1)=O)C=1C=C(C=CC1)C)=O 5-nitro-2-(m-tolyl)isoindoline-1,3-dione